ClC=1C=C(C=CC1C1CCC(CC1)(C(F)(F)F)O)C[C@H](CN1CC2(CS(C2)(=O)=O)CC1)C 6-((R)-3-(3-chloro-4-((1r,4R)-4-hydroxy-4-(trifluoromethyl)cyclohexyl)phenyl)-2-methylpropyl)-2-thia-6-azaspiro[3.4]octane 2,2-dioxide